METHYL-7-((3S,4R,5R)-4-(BENZYLOXY)-5-((BENZYLOXY)METHYL)-3-FLUOROTETRAHYDROFURAN-2-YL)-2,4-DICHLORO-7H-PYRROLO[2,3-D]PYRIMIDINE CC1=CN(C=2N=C(N=C(C21)Cl)Cl)C2O[C@@H]([C@H]([C@@H]2F)OCC2=CC=CC=C2)COCC2=CC=CC=C2